3,3-difluoro-2,2-dimethyl-1-((2S,5S)-9-((6-(trifluoromethyl)pyridin-3-yl)ethynyl)-2,3-dihydro-2,5-methanopyrido[3,4-f][1,4]oxazepin-4(5H)-yl)propan-1-one FC(C(C(=O)N1C[C@H]2OC3=C([C@@H]1C2)C=NC=C3C#CC=3C=NC(=CC3)C(F)(F)F)(C)C)F